CO[C@@H]1[C@H]([C@H]([C@@H]([C@H](O1)CO)O)O[C@H]2[C@@H]([C@H]([C@@H](O2)[C@@H](CO)O)O)O)O The molecule is the methyl glycoside of the disaccharide beta-D-galactofuranosyl-(1->3)-alpha-D-mannose. It is a methyl glycoside and a disaccharide derivative. It derives from an alpha-D-mannose.